2-bromo-6-chloro-3-methyl-pyridine BrC1=NC(=CC=C1C)Cl